ClC1=CC2=C(N=N1)N(C(=C2)C2CN(C2)C(=O)O)C(F)F 3-[3-chloro-7-(difluoromethyl)pyrrolo[2,3-c]Pyridazin-6-yl]Azetidine-1-carboxylic acid